C1CCC(CC1)C(=O)[O-] The molecule is a monocarboxylic acid anion that is the conjugate base of cyclohexanecarboxylic acid. It is a conjugate base of a cyclohexanecarboxylic acid.